1,1-dimethylethyl (3S)-3-[[[5-chloro-1-[1-[(4-cyano-2-fluoro-phenyl)-(difluoromethyl)sulfamoyl]-4-piperidyl]-6-oxo-pyridazin-4-yl]amino]methyl]morpholine-4-carboxylate ClC1=C(C=NN(C1=O)C1CCN(CC1)S(N(C(F)F)C1=C(C=C(C=C1)C#N)F)(=O)=O)NC[C@@H]1N(CCOC1)C(=O)OC(C)(C)C